OC#CC hydroxypropyne